FC1=C(C#N)C=C(C(=C1)C1=CC=NC=2N1N=CN2)C 2-fluoro-5-methyl-4-{[1,2,4]triazolo[1,5-a]pyrimidin-7-yl}benzonitrile